(R)-1-(4-(2-(4-chlorophenyl)but-3-yn-2-yl)thiazol-2-yl)-3-(2-hydroxyethyl)urea ClC1=CC=C(C=C1)[C@@](C)(C#C)C=1N=C(SC1)NC(=O)NCCO